ClC=1C=C2C(=NC1)NC(=C2)C(=O)NC(C(=O)N2CC(C2)(F)F)CC2=CC=C(C=C2)C#N 5-chloro-N-(3-(4-cyanophenyl)-1-(3,3-difluoroazetidin-1-yl)-1-oxopropan-2-yl)-1H-pyrrolo[2,3-b]pyridine-2-carboxamide